ClNC1=C(C(=CC=C1)C)C N-chloro-xylylamine